C(#N)C(C(=O)N)=NOCC1=CC=C(C=C1)C#N 2-cyano-2-[((4-cyanophenyl)methoxy)imino]acetamide